N=1C=CN2C1C=C(C=C2)COC2=C(C=O)C=C(C=C2)OC 2-(imidazo[1,2-a]pyridin-7-ylmethoxy)-5-methoxybenzaldehyde